prop-2-yn-1-yl propionate C(CC)(=O)OCC#C